N1=CN=C(C2=C1NC=C2)N2CCSC(=C2)C(=O)N2CC(CCC2)(COC)N (4-(7H-pyrrolo[2,3-d]pyrimidin-4-yl)-3,4-dihydro-2H-1,4-thiazin-6-yl)(3-amino-3-(methoxymethyl)piperidin-1-yl)methanone